C1(CCC1)[C@H](O)C1=CC=2C(=NC(=CC2C2CC2)C2=CC=3C(N=C2)=NN(C3)C)S1 (S)-cyclobutyl(4-cyclopropyl-6-(2-methyl-2H-pyrazolo[3,4-b]pyridin-5-yl)thieno[2,3-b]pyridin-2-yl)methanol